N-(3-bromo-2-chloro-phenyl)-4-hydroxy-4,5,6,7-tetrahydropyrazolo[1,5-a]pyridine-2-carboxamide BrC=1C(=C(C=CC1)NC(=O)C1=NN2C(C(CCC2)O)=C1)Cl